C(C)(C)C1=C(C=CC=C1)N1/C(/SCC1=O)=N/C(OC(CC1=CC=C(C=C1)C1=NN(C=N1)C1=CC=C(C=C1)OC(F)(F)F)C)=O 1-(4-(1-(4-(Trifluoromethoxy)phenyl)-1H-1,2,4-triazol-3-yl)phenyl)propan-2-yl (Z)-(3-(2-isopropylphenyl)-4-oxothiazolidin-2-ylidene)carbamate